C(C1=CC=CC=C1)OC1=NC(=CC=C1C1=NN(C2=CC(=CC=C12)N1C(C(CCC1)C)=O)C)OCC1=CC=CC=C1 1-(3-(2,6-bis(benzyloxy)pyridin-3-yl)-1-methyl-1H-indazol-6-yl)-3-methylpiperidin-2-one